Iron Oxyfluoride O(F)F.[Fe]